BrC=CC1=CC=CC=C1 bromovinylbenzene